(3-acetyl-2-oxoimidazolidin-1-yl)-3'-chloro-5-fluoro-2-methoxy-[1,1'-biphenyl] C(C)(=O)N1C(N(CC1)C=1C(=C(C=C(C1)F)C1=CC(=CC=C1)Cl)OC)=O